5-((2-methoxyphenyl)amino)-3-thioxo-2,3-dihydroisothiazole-4-carbonitrile COC1=C(C=CC=C1)NC1=C(C(NS1)=S)C#N